C(C)(=O)N1CCN(CC1)CCNC(=O)C=1N=C(OC1C1=C(C=CC=C1)[N+](=O)[O-])C1=CC(=CC(=C1)F)F (2-(4-acetylpiperazin-1-yl)ethyl)-2-(3,5-difluorophenyl)-5-(2-nitrophenyl)oxazole-4-carboxamide